Decamethylcyclopenta-siloxan C[Si]1(O[Si](O[Si](O[Si](O[Si](O1)(C)C)(C)C)(C)C)(C)C)C